tert-butyl-((1-(2-(dimethylamino) ethyl)-1H-pyrrolo[2,3-c]pyridin-5-yl) amino)-4-(6-methylpyrazolo[1,5-a]pyridin-3-yl)-1-oxoisoindoline-2-carboxylate C(C)(C)(C)C1(N(C(C2=CC=CC(=C12)C=1C=NN2C1C=CC(=C2)C)=O)C(=O)[O-])NC=2C=C1C(=CN2)N(C=C1)CCN(C)C